8-[1-(2,2-difluoroethyl)-1H-pyrazolo[3,4-b]pyrazin-6-yl]-2-{[5-(trifluoromethyl)pyridin-2-yl]methyl}-2,8-diazaspiro[4.5]decan-1-one FC(CN1N=CC=2C1=NC(=CN2)N2CCC1(CCN(C1=O)CC1=NC=C(C=C1)C(F)(F)F)CC2)F